ClC=1C=C2C(=NC(=NC2=C(C1C=1C(=CC=C2C=NNC12)C)F)OCCN(CC)CC)N1CCN(CC1)C(C=C)=O 1-(4-(6-chloro-2-(2-(diethyl-amino)ethoxy)-8-fluoro-7-(6-methyl-1H-indazol-7-yl)quinazolin-4-yl)piperazin-1-yl)prop-2-en-1-one